cis-2-(3-nitrophenyl)cyclopropanecarbohydrazide [N+](=O)([O-])C=1C=C(C=CC1)[C@@H]1[C@@H](C1)C(=O)NN